(2r,3s)-3-((t-butoxycarbonyl)amino)-2-((((1s,4s)-4-(2-formylphenyl)cyclohexyl)oxy)methyl)piperidine C(C)(C)(C)OC(=O)N[C@@H]1[C@@H](NCCC1)COC1CCC(CC1)C1=C(C=CC=C1)C=O